The molecule is an omega-hydroxy fatty acid ascaroside that is (3R)-3,16-dihydroxyhexadecanoic acid (oscr#28) in which the hydroxy group at position 16 has been converted to the corresponding ascaroside. It is a metabolite of the nematode Caenorhabditis elegans. It has a role as a Caenorhabditis elegans metabolite. It is an omega-hydroxy fatty acid ascaroside, a 3-hydroxy carboxylic acid and a monocarboxylic acid. It derives from an oscr#28 and a (3R)-3,16-dihydroxyhexadecanoic acid. It is a conjugate acid of a bhos#28(1-). C[C@H]1[C@@H](C[C@H]([C@@H](O1)OCCCCCCCCCCCCC[C@H](CC(=O)O)O)O)O